3,5-bis((1-benzyl-1H-1,2,3-triazol-4-yl)methylene)-1-(methylsulfonyl)piperidin-4-one C(C1=CC=CC=C1)N1N=NC(=C1)C=C1CN(CC(C1=O)=CC=1N=NN(C1)CC1=CC=CC=C1)S(=O)(=O)C